1-((1S,3R,5S)-3-Ethynyl-2-azabicyclo[3.1.0]hexan-2-yl)ethan-1-one C(#C)[C@@H]1N([C@H]2C[C@H]2C1)C(C)=O